4-(1-(4-(Trifluoromethoxy)phenyl)-1H-1,2,4-triazol-3-yl)phenethyl (Z)-(3-(2-chloro-4,5-dimethylphenyl)-4-oxothiazolidin-2-ylidene)carbamate ClC1=C(C=C(C(=C1)C)C)N1/C(/SCC1=O)=N/C(OCCC1=CC=C(C=C1)C1=NN(C=N1)C1=CC=C(C=C1)OC(F)(F)F)=O